1-naphthaldehyde semicarbazone C1(=CC=CC2=CC=CC=C12)C=NNC(=O)N